C(C)(C)(C)OC(NC1CC2(CN(C2)C2=NC=NC=C2OC2=C(C=C(C=C2)F)Br)C1)=O tert-butyl(2-(5-(2-bromo-4-fluorophenoxy) pyrimidin-4-yl)-2-azaspiro[3.3]heptan-6-yl)carbamate